ClC1=CC(=C(N=N1)NC(=O)C=1OC(=CC1)C)NC1=C(C=CC=C1OC)OC N-(6-chloro-4-((2,6-dimethoxyphenyl)amino)pyridazin-3-yl)-5-methylfuran-2-carboxamide